C(#N)\C(=C/C1=C(N(C(=C1)C)C=1SC(=C(C1C#N)C)C)C)\C1=NC=2C(=NC=C(C2)OC)N1 (E)-2-(3-(2-cyano-2-(6-methoxy-3H-imidazo[4,5-b]pyridin-2-yl)vinyl)-2,5-dimethyl-1H-pyrrol-1-yl)-4,5-dimethylthiophene-3-carbonitrile